S(=O)(=O)([O-])[O-].[Cu+2].[Cu] Copper-copper(II) sulfate